COCC12CCCC(N1C(=O)C1=NC=CC=C1)C2 (1-(methoxymethyl)-6-azabicyclo[3.1.1]heptan-6-yl)(pyridin-2-yl)methanone